N'-(5-bromo-3-methoxy-2-pyridyl)-N,N-dimethyl-acetamidine BrC=1C=C(C(=NC1)N=C(C)N(C)C)OC